racemic-trans-5-phenyl-4-(3-(phenylethynyl)phenyl)oxazolidin-2-one C1(=CC=CC=C1)[C@H]1[C@@H](NC(O1)=O)C1=CC(=CC=C1)C#CC1=CC=CC=C1 |r|